C1(=CC=CC=C1)C1(CC(=NO1)C1=CC=C(C=C1)C(F)(F)F)CC(F)(F)F 5-phenyl-5-(2,2,2-trifluoroethyl)-3-(4-trifluoromethylphenyl)-4,5-dihydroisoxazole